C1(CCCC1)N1CC(N(C2(CN(C2)C(=O)NC)C1=O)CC1=CC=C(C=C1)C(F)(F)F)=O 8-cyclopentyl-N-methyl-6,9-dioxo-5-(4-(trifluoromethyl)benzyl)-2,5,8-triazaspiro[3.5]-nonane-2-carboxamide